S([O-])(O)(=O)=O.[Na+] sodium bisulfate salt